N-(3-(2-(bicyclo[1.1.1]pentan-1-yl)-5-(2-((2,2-dioxido-2-thiaspiro[3.3]heptan-6-yl)amino)pyrimidin-4-yl)thiazol-4-yl)-2-fluorophenyl)-2,6-dichlorobenzenesulfonamide C12(CC(C1)C2)C=2SC(=C(N2)C=2C(=C(C=CC2)NS(=O)(=O)C2=C(C=CC=C2Cl)Cl)F)C2=NC(=NC=C2)NC2CC1(CS(C1)(=O)=O)C2